1H-indol-3-ylpropanoic acid N1C=C(C2=CC=CC=C12)C(C(=O)O)C